ClC=1C=C2C(=NC=NC2=C(C1C1=C(C=CC=C1)F)F)NCCNC(=O)NCCCl 1-(2-((6-chloro-8-fluoro-7-(2-fluorophenyl)quinazolin-4-yl)amino)ethyl)-3-(2-chloroethyl)urea